BrC1=C(C=C(NC2=NC=C(C(=N2)N[C@H]2[C@@H](CCCC2)C#N)Cl)C=C1CO)F (trans)-2-[[2-[4-bromo-3-fluoro-5-(hydroxymethyl)anilino]-5-chloro-pyrimidin-4-yl]amino]cyclohexanecarbonitrile